(R)-1-methyl-N-(5-(5-methylpyridin-3-yl)-2,3-dihydro-1H-inden-1-yl)-1H-pyrazole-5-carboxamide CN1N=CC=C1C(=O)N[C@@H]1CCC2=CC(=CC=C12)C=1C=NC=C(C1)C